ClC=1C=C(C=CC1F)C1CC(N(CC1)C1=CC(=NN1)C1=CC=NC=C1)=O 4-(3-Chloro-4-fluorophenyl)-1-(3-(pyridin-4-yl)-1H-pyrazol-5-yl)piperidin-2-one